P(=O)(OCCC(CC(C)(C)C)C)(OCCC(CC(C)(C)C)C)OC1=CC=CC=C1 di(3,5,5'-trimethylhexyl) phenyl phosphate